COC=1C=C(C(=O)O)C=CC1S(NC1=NOC2=C1C(=CC(=C2)CN2N=CC(=C2)CNC(CC)=O)OC)(=O)=O 3-methoxy-4-(N-(4-methoxy-6-((4-(propionamidomethyl)-1H-pyrazol-1-yl)methyl)benzo[d]isoxazol-3-yl)sulfamoyl)benzoic acid